N-(3-methylpentyl)benzene-1,4-diamine CC(CCNC1=CC=C(C=C1)N)CC